(S)-4-(4-((4'-chloro-4,4-dimethyl-3,4,5,6-tetrahydro-[1,1'-biphenyl]-2-yl)methyl)-2-(hydroxymethyl)piperazin-1-yl)benzoic acid ClC1=CC=C(C=C1)C1=C(CC(CC1)(C)C)CN1C[C@H](N(CC1)C1=CC=C(C(=O)O)C=C1)CO